6-(4-((1H-indazol-5-yl)amino)-5-(trifluoromethyl)-pyrimidin-2-yl)-N-(pyridazin-4-yl)-1H-indole-2-carboxamide N1N=CC2=CC(=CC=C12)NC1=NC(=NC=C1C(F)(F)F)C1=CC=C2C=C(NC2=C1)C(=O)NC1=CN=NC=C1